N-((S)-5-((1R,2S)-2-(4-fluorophenyl)cyclopropylamino)-1-(4-methylpiperazin-1-yl)-1-oxopentan-2-yl)-4-(1H-1,2,3-triazol-1-yl)benzamide ditosylate S(=O)(=O)(O)C1=CC=C(C)C=C1.S(=O)(=O)(O)C1=CC=C(C)C=C1.FC1=CC=C(C=C1)[C@H]1[C@@H](C1)NCCC[C@@H](C(=O)N1CCN(CC1)C)NC(C1=CC=C(C=C1)N1N=NC=C1)=O